methyl (3S)-3-(3-cyclopropoxyphenyl)-3-(2-(4-((5-fluoro-1,4,5,6-tetrahydropyrimidin-2-yl)amino)-1H-indazole-6-carboxamido)acetamido)propanoate trifluoroacetate FC(C(=O)O)(F)F.C1(CC1)OC=1C=C(C=CC1)[C@H](CC(=O)OC)NC(CNC(=O)C1=CC(=C2C=NNC2=C1)NC=1NCC(CN1)F)=O